7-(3,4-dimethoxyphenyl)-N-(4-((3-(pyrrolidin-1-yl)propyl)carbamoyl)phenyl)pyrazolo[1,5-a]pyrimidine-2-carboxamide COC=1C=C(C=CC1OC)C1=CC=NC=2N1N=C(C2)C(=O)NC2=CC=C(C=C2)C(NCCCN2CCCC2)=O